t-Butyl 4-[4-(3-cyano-4-hydroxy-pyrazolo[1,5-a]pyridin-6-yl)-5-methyl-pyrazol-1-yl]piperidine-1-carboxylate C(#N)C=1C=NN2C1C(=CC(=C2)C=2C=NN(C2C)C2CCN(CC2)C(=O)OC(C)(C)C)O